tert-butyl-5-((2-acrylamido-6-tolyl)(tert-butylcarbonyl)amino)-2-(2,6-difluoro-3,5-dimethoxybenzoyl)-1H-pyrrolo[2,3-c]pyridine-1-carboxylic acid C(C)(C)(C)C1=C(N(C2=CN=C(C=C21)N(C(=O)C(C)(C)C)C2=CC=CC(=C2C)NC(C=C)=O)C(=O)O)C(C2=C(C(=CC(=C2F)OC)OC)F)=O